(4-(4-morpholinylbutyl)-1-phenyl-1H-imidazol-2-yl)-3-(1H-pyrazol-4-yl)benzamide N1(CCOCC1)CCCCC=1N=C(N(C1)C1=CC=CC=C1)C1=C(C(=O)N)C=CC=C1C=1C=NNC1